N-((cis)-3-(5-chloro-2-cyanophenyl)cyclobutyl)-1-((R or S)-1-(6-methyl-5-((1R,5S)-2-oxo-3-azabicyclo[3.1.0]hexan-3-yl)pyridin-3-yl)ethyl)-1H-1,2,3-triazole-4-carboxamide ClC=1C=CC(=C(C1)[C@H]1C[C@H](C1)NC(=O)C=1N=NN(C1)[C@H](C)C=1C=NC(=C(C1)N1C([C@@H]2C[C@@H]2C1)=O)C)C#N |o1:19|